6-chloro-3-(2-methoxy-5-(1-methyl-1H-imidazol-2-yl)phenyl)-3-methylindolin-2-one ClC1=CC=C2C(C(NC2=C1)=O)(C)C1=C(C=CC(=C1)C=1N(C=CN1)C)OC